2-(4-chloro-3-cyanophenyl)-3-(pyridin-4-yl)-4,5,6,7-tetrahydropyrazolo[1,5-a]pyrazin-5-ium chloride [Cl-].ClC1=C(C=C(C=C1)C1=NN2C(C[NH2+]CC2)=C1C1=CC=NC=C1)C#N